C(C)(C)(C)OC(=O)N1CCC(CC1)(CO)NC(=O)NC1=CC=C(C=C1)Br 4-(3-(4-bromophenyl)ureido)-4-(hydroxymethyl)piperidine-1-carboxylic acid tert-butyl ester